ClC1=C(C=C(C(=C1)F)N1C(N(C(N(C1=O)C)=S)C)=O)C1=NOC(CC1)(C(=O)OC)C methyl 3-(2-chloro-5-(3,5-dimethyl-2,6-dioxo-4-thioxo-1,3,5-triazin-1-yl)-4-fluorophenyl)-6-methyl-5,6-dihydro-4H-1,2-oxazine-6-carboxylate